C(CCCCC(=O)OCCCCCCC(C(F)(F)F)(F)F)(=O)OCC1=CC(=CC(=C1)CO)COC(CCC(OCCCCCCCC)OCCCCCCCC)=O 3-(((4,4-bis(octyloxy)butanoyl)oxy)methyl)-5-(hydroxymethyl)benzyl (7,7,8,8,8-pentafluorooctyl) adipate